C1(CC1)C=1C(=CC(N2[C@@H](CSC12)C(=O)O)=O)CC=1SC2=CC=CC=C2C1 (3R)-7-cyclopropyl-4-oxo-6-{(7-thiabicyclo[4.3.0]non-1,3,5,8-tetraen-8-yl)methyl}-1-thia-3a-aza-3-indancarboxylic acid